ClCC1=C(C=C(C=C1C)Cl)C 2-(Chloromethyl)-5-chloro-1,3-dimethylbenzol